tert-butyl 3-((5-methoxy-2-methylpyrimidin-4-yl)amino)-6-((1R,2S)-1'-methyl-2'-oxospiro[cyclopropane-1,3'-indolin]-2-yl)-1H-indazole-1-carboxylate COC=1C(=NC(=NC1)C)NC1=NN(C2=CC(=CC=C12)[C@@H]1C[C@@]12C(N(C1=CC=CC=C21)C)=O)C(=O)OC(C)(C)C